N-(4-(((8-isopropyl-2-((1-methylpiperidin-4-yl)amino)pyrazolo[1,5-a][1,3,5]triazin-4-yl)amino)methyl)phenyl)propanamide C(C)(C)C=1C=NN2C1N=C(N=C2NCC2=CC=C(C=C2)NC(CC)=O)NC2CCN(CC2)C